N1(CCC1)CC(C(=O)O)=C 2-(azetidin-1-ylmethyl)acrylic acid